C(C1=CC=CC=C1)OC[C@@]1(NCCC1)C(=O)OC methyl (2R)-2-(benzyloxymethyl)pyrrolidine-2-carboxylate